ClC=1C=C2C(=NC(N(C2=CC1O[C@H]1COCC1)C)=O)N1CCOCC2=C1C=CC=C2C#CC2(CC2)C(F)(F)F (R)-6-chloro-1-methyl-7-((tetrahydrofuran-3-yl)oxy)-4-(6-((1-(trifluoromethyl)cyclopropyl)ethynyl)-2,3-dihydrobenzo[e][1,4]oxazepin-1(5H)-yl)quinazolin-2(1H)-one